ClC1=CC=C(C=C1)C=1N=C2N(C=CC=C2)C1CN1CC2CCC(C1)N2C(=O)C=2SC=CN2 (3-{[2-(4-Chlorophenyl)imidazo[1,2-a]pyridin-3-yl]methyl}-3,8-diazabicyclo[3.2.1]oct-8-yl)(1,3-thiazol-2-yl)methanon